(2R,4R)-1-((4,5-dimethylthiophen-2-yl)methyl)-4-((3-fluoro-6-((5-methyl-1H-pyrazol-3-yl)amino)pyridin-2-yl)methyl)-2-methyl-piperidine-4-carboxylic acid CC=1C=C(SC1C)CN1[C@@H](C[C@@](CC1)(C(=O)O)CC1=NC(=CC=C1F)NC1=NNC(=C1)C)C